CCCCCC(=CCCC)C=O 6-decene-6-carbaldehyde